(S)-2-((1-(5-(4-isopropylphenyl)-1,3,4-thiadiazol-2-yl)ethyl)carbamoyl)-4-methoxypyridin-3-yl butyrate C(CCC)(=O)OC=1C(=NC=CC1OC)C(N[C@@H](C)C=1SC(=NN1)C1=CC=C(C=C1)C(C)C)=O